CN(C)CCCNC(NCCCN(C)C)=O Bis(dimethylaminopropyl)-urea